C1N(CC12CCC2)C(=O)C2=C(C=C(C=C2)NC(=O)C2=CC(=C(C=C2Cl)C2=C(C=C(C=C2)F)N)F)C(F)(F)F N-(4-(2-azaspiro[3.3]heptane-2-carbonyl)-3-(trifluoromethyl)phenyl)-2'-amino-5-chloro-2,4'-difluoro-[1,1'-biphenyl]-4-carboxamide